ClC1=CC2=C(N=N1)N(C=C2)CC(=O)N2CCCCC2 2-{3-chloro-7H-pyrrolo[2,3-c]pyridazin-7-yl}-1-(piperidin-1-yl)ethan-1-one